(1R,2S,5S)-3-(2-(3-acetyl-5-(2-methylpyrimidin-5-yl)-1H-indazol-1-yl)acetyl)-N-(6-bromo-3-methylpyridin-2-yl)-3-azabicyclo[3.1.0]hexane-2-carboxamide C(C)(=O)C1=NN(C2=CC=C(C=C12)C=1C=NC(=NC1)C)CC(=O)N1[C@@H]([C@@H]2C[C@@H]2C1)C(=O)NC1=NC(=CC=C1C)Br